2-[(2-fluoroethyl)amino]-5-[5-(2-oxo-1,2,3,4-tetrahydroquinolin-6-yl)-1,3,4-oxadiazol-2-yl]benzonitrile FCCNC1=C(C#N)C=C(C=C1)C=1OC(=NN1)C=1C=C2CCC(NC2=CC1)=O